3-(4-(5-((6-(3,5-dichlorophenyl)-4-((4-hydroxy-4-((3-methylureido)methyl)piperidin-1-yl)methyl)pyridin-2-yl)oxy)pyrimidin-2-yl)piperazin-1-yl)propanamide ClC=1C=C(C=C(C1)Cl)C1=CC(=CC(=N1)OC=1C=NC(=NC1)N1CCN(CC1)CCC(=O)N)CN1CCC(CC1)(CNC(=O)NC)O